BrC1=CC=C(CN(C([O-])=O)[C@H]2[C@@H]([C@H](NC3=C(C=C(C=C23)Cl)Cl)C2CCCC2)C)C=C1 |r| (±)-4-Bromobenzyl((2RS,RS,4SR)-6,8-dichloro-2-cyclopentyl-3-methyl-1,2,3,4-tetrahydroquinolin-4-yl)carbamate